4-(2-fluoro-6-(1-methyl-1H-1,2,3-triazol-4-yl)pyridin-3-yl)piperazin FC1=NC(=CC=C1N1CCNCC1)C=1N=NN(C1)C